N1=C(C=CC=C1)SS[C@H]1[C@@H](COCC1)O |r| trans-(3RS,4RS)-4-(pyridin-2-yldithio)tetrahydropyran-3-ol